(trans)-2-(Methylamino)cyclohexyl(8-amino-7-fluoro-6-(8-methyl-2,3-dihydro-1H-pyrido[2,3-b][1,4]oxazin-7-yl)isoquinolin-3-yl)carbamate CN[C@H]1[C@@H](CCCC1)N(C([O-])=O)C=1N=CC2=C(C(=C(C=C2C1)C1=C(C2=C(OCCN2)N=C1)C)F)N